((7R)-7-Amino-2-azabicyclo[2.2.1]heptan-2-yl)(2-(1-(cyclopropylmethyl)-1H-pyrrolo[2,3-b]pyridin-2-yl)-3-methylbenzofuran-6-yl)methanone N[C@H]1C2N(CC1CC2)C(=O)C2=CC1=C(C(=C(O1)C1=CC=3C(=NC=CC3)N1CC1CC1)C)C=C2